C1(CC2C(CC1)O2)CC[Si](OCC)(OCC)OCC (3,4-epoxycyclohexyl)ethyl-triethoxysilane